(3,3-dimethyl-5-(phenylsulfonyl)pentyl)benzene CC(CCC1=CC=CC=C1)(CCS(=O)(=O)C1=CC=CC=C1)C